1-t-butyl 2-ethyl (2S)-5-oxopyrrolidine-1,2-dicarboxylate O=C1CC[C@H](N1C(=O)OC(C)(C)C)C(=O)OCC